1-(but-3-yn-1-enyl)-4-methoxybenzene C(=CC#C)C1=CC=C(C=C1)OC